C1(CCCC1)OCCN1C=NC2=C1C=C(C=C2)C2=NC=C(C=C2)C(F)(F)F 1-[2-(cyclopentyloxy)ethyl]-6-[5-(trifluoromethyl)pyridin-2-yl]-1H-benzoImidazole